N,N'-bis(4-methylphenyl)anthracene-9,10-diamine CC1=CC=C(C=C1)NC=1C2=CC=CC=C2C(=C2C=CC=CC12)NC1=CC=C(C=C1)C